ClC1=C(C=C(C=C1)C(=O)N1[C@@H](C=2N(CC1)C(=NN2)C2=CC=NN2C2CC2)C)F (R)-(4-chloro-3-fluorophenyl)(3-(1-cyclopropyl-1H-pyrazol-5-yl)-8-methyl-5,6-dihydro-[1,2,4]triazolo[4,3-a]pyrazin-7(8H)-yl)methanone